C1(=CC=CC=C1)S(=O)(=O)N1C=CC=2C1=NC=CC2C2=CC=C(C=C2)NC(=O)[C@@H](C(C)O)NC(OC(C)(C)C)=O tert-butyl N-[(1R)-1-[[4-[1-(benzenesulfonyl)pyrrolo[2,3-b]pyridin-4-yl]phenyl]carbamoyl]-2-hydroxy-propyl]carbamate